4,5-dimethyl-3-(2-oxo-2-phenylethyl)thiazole chloride [Cl-].CC=1N(CSC1C)CC(C1=CC=CC=C1)=O